8-methoxy-2-chloroacetamidotetralin COC=1C=CC=C2CCCC(C12)NC(CCl)=O